N-((S)-1-(4,4-difluorocyclohexyl)-2-oxo-2-((4-(2-((S)-2-oxo-4-(trifluoro-methyl)imidazolidin-1-yl)propan-2-yl)pyridin-2-yl)amino)ethyl)-1-methyl-1H-pyrazole-5-carboxamide FC1(CCC(CC1)[C@@H](C(NC1=NC=CC(=C1)C(C)(C)N1C(N[C@@H](C1)C(F)(F)F)=O)=O)NC(=O)C1=CC=NN1C)F